N-(2-(benzyloxy)cyclopropyl)-4-hydroxycyclohexane-1-carboxamide C(C1=CC=CC=C1)OC1C(C1)NC(=O)C1CCC(CC1)O